(3Z)-11-chloro-3-undecen-1-ol ClCCCCCCC\C=C/CCO